1-{[1-(cyanomethyl)cyclopropyl]methyl}-2-{[4-({2-[(2,4-dichlorophenoxy)methyl]pyrimidin-4-yl}oxy)piperidin-1-yl]methyl}-1H-1,3-benzodiazole-6-carboxylic acid C(#N)CC1(CC1)CN1C(=NC2=C1C=C(C=C2)C(=O)O)CN2CCC(CC2)OC2=NC(=NC=C2)COC2=C(C=C(C=C2)Cl)Cl